(E)-3-bromo-5-fluorobenzaldehyde oxime BrC=1C=C(/C=N/O)C=C(C1)F